[B].[B].[Hf] Hafnium Diboride